N1=CC(=CC=C1)C(=O)O.COC1=C2C(C=CC(C2=C(C=C1)OC)=NO)=NO 5,8-dimethoxy-1,4-naphthalenedione dioxime pyridine-3-carboxylate